2-Hydroxy-N,N,N-trimethylethan-1-aminium 2-(((5Z,8Z,11Z,14Z,17Z)-icosa-5,8,11,14,17-pentaen-1-yl)oxy)butanoate C(CCC\C=C/C\C=C/C\C=C/C\C=C/C\C=C/CC)OC(C(=O)[O-])CC.OCC[N+](C)(C)C